O=C1NCCC2=CC(=CC=C12)C(=O)[O-] 1-oxo-3,4-dihydroisoquinoline-6-carboxylate